5-(4-trifluoromethylphenyl)-1H-pyrazol-3-amine FC(C1=CC=C(C=C1)C1=CC(=NN1)N)(F)F